(E)-3,3'-((3-methoxy-4-((4-nitrophenyl)diazenyl)phenyl)azanediyl)bis(propane-1-sulfonate) COC=1C=C(C=CC1\N=N\C1=CC=C(C=C1)[N+](=O)[O-])N(CCCS(=O)(=O)[O-])CCCS(=O)(=O)[O-]